FC1(COC1)CN1[C@@H](C=2NC3=CC=CC=C3C2C[C@H]1C)C=1C=C(C=CC1)NCCN(C(OCC1=CC=CC=C1)=O)CCCF Benzyl (2-((3-((1R,3R)-2-((3-fluorooxetan-3-yl)methyl)-3-methyl-2,3,4,9-tetrahydro-1H-pyrido[3,4-b]indol-1-yl)phenyl)amino)ethyl)(3-fluoropropyl)carbamate